ClC1=CC(=C(C=C1)C1=NC(=C2C(=N1)N(N=C2)C2=CC=C(C=C2)F)NC(=O)C=2SC(=CC2)[N+](=O)[O-])OCC N-(6-(4-chloro-2-ethoxyphenyl)-1-(4-fluorophenyl)-1H-pyrazolo[3,4-d]pyrimidin-4-yl)-5-nitrothiophene-2-carboxamide